methoxy-4-(5-methylpyrimidin-2-yl)aniline CONC1=CC=C(C=C1)C1=NC=C(C=N1)C